C(CC)(=O)OCC=1OC(=CC(C1)=O)COC(CCCC)=O 2-propionyloxymethyl-6-pentanoyloxymethyl-4-pyrone